CN1CCC(CC1)C(=O)O 1-methyl-4-piperidineformic acid